C(C)(C)(C)OC(CCCCCCCCCCCCCCCCC(=O)O)=O octadecanedioic acid monotertbutyl ester